[Te].[Sb].[In].[Ag] silver indium-antimony-tellurium